ClC=1N=C(C2=C(N1)SC(=C2)CCl)NC=2N=CN(C2)C2=CC(=C(C(=C2)OC)OC)OC 2-chloro-6-(chloromethyl)-N-(1-(3,4,5-trimethoxyphenyl)-1H-imidazol-4-yl)thieno[2,3-d]pyrimidin-4-amine